ClC=1C=CC(=C(C(=O)NC2=CC(=CC=C2)C(N(C)C)=O)C1)O 5-chloro-N-(3-(dimethylcarbamoyl)phenyl)-2-hydroxybenzamide